N[C@H](C(=O)O)CO (2S)-2-amino-3-hydroxy-propionic acid